(2r,3s,4s,5r)-3-(6-(difluoromethyl)-2-methoxypyridin-3-yl)-4,5-dimethyl-5-(trifluoromethyl)tetrahydrofuran-2-carboxylic acid ethyl ester C(C)OC(=O)[C@@H]1O[C@]([C@H]([C@H]1C=1C(=NC(=CC1)C(F)F)OC)C)(C(F)(F)F)C